1-allyl-6-chloro-8-nitro-3,4-dihydro-1H-benzo[c][1,2,6]thiadiazine 2,2-dioxide C(C=C)N1S(NCC2=C1C(=CC(=C2)Cl)[N+](=O)[O-])(=O)=O